rel-(S)-3-(5-(((3S,4S)-1-((8-fluoro-2-(4-hydroxycyclohexyl)quinolin-6-yl)methyl)-4-(methoxymethyl)pyrrolidin-3-yl)oxy)-1-oxoisoindolin-2-yl)piperidine-2,6-dione FC=1C=C(C=C2C=CC(=NC12)C1CCC(CC1)O)CN1C[C@H]([C@@H](C1)COC)OC=1C=C2CN(C(C2=CC1)=O)[C@@H]1C(NC(CC1)=O)=O |o1:38|